2-(2-(cyclopropanesulfonylamino)thiazol-4-yl)-N-(2-methoxy-4-(pyridin-3-yl)phenyl)-2-methylpropanamide C1(CC1)S(=O)(=O)NC=1SC=C(N1)C(C(=O)NC1=C(C=C(C=C1)C=1C=NC=CC1)OC)(C)C